1-phenylethenylbenzene C1(=CC=CC=C1)C(=C)C1=CC=CC=C1